CC1=CC=C(C=C1)S(=O)(=O)O.NC(C#N)C aminopropionitrile para-toluenesulfonate